(4S,4aR,5S,5aR,6S,12aS)-4-(dimethylamino)-3,5,6,10,11,12a-hexahydroxy-6-methyl-1,12-dioxo-1,4,4a,5,5a,6,12,12a-octahydrotetracene-2-carboxamide CN([C@@H]1C(=C(C([C@]2(C(C3=C(C4=C(C=CC=C4[C@@]([C@H]3[C@@H]([C@@H]12)O)(C)O)O)O)=O)O)=O)C(=O)N)O)C